N-((3R,4S)-1,3-dimethylpiperidin-4-yl)-2-iodo-1-(2,2,2-trifluoroethyl)-1H-indol-4-amine CN1C[C@H]([C@H](CC1)NC=1C=2C=C(N(C2C=CC1)CC(F)(F)F)I)C